CC1([C@]2(C(C[C@H]1CC2)=O)CS(=O)(=O)NCC=2C=C1CN(C(C1=CC2)=O)C2C(NC(CC2)=O)=O)C 1-((1R,4R)-7,7-dimethyl-2-oxobicyclo[2.2.1]heptane-1-yl)-N-((2-(2,6-dioxopiperidin-3-yl)-1-oxoisoindolin-5-yl)methyl)methylsulfonamide